COC(=O)C=1CN=CNC1 1,4-dihydropyrimidine-5-carboxylic acid methyl ester